C(C1=CC=CC=C1)OC(=O)[C@H]1N(CC2(OCCO2)C1)C(CNC(CCCOC1=CC=C(C=C1)C1CC1)=O)=O (S)-7-((4-(4-cyclopropylphenoxy)butanoyl)glycyl)-1,4-dioxa-7-azaspiro[4.4]nonane-8-carboxylic acid benzyl ester